NC1=NC=2C=C(C(=CC2C2=C1[C@H](OC2)C)C(=O)N([C@H]2CCC1=NC(=CC=C12)C(F)(F)F)C)F (3R)-4-amino-7-fluoro-N,3-dimethyl-N-((5S)-2-(trifluoro-methyl)-6,7-dihydro-5H-cyclopenta[b]-pyridin-5-yl)-1,3-dihydrofuro[3,4-c]-quinoline-8-carboxamide